2-(tert-butoxycarbonylamino)-5-(4,4,5,5-tetramethyl-1,3,2-dioxaborolan-2-yl)pent-4-enoate C(C)(C)(C)OC(=O)NC(C(=O)[O-])CC=CB1OC(C(O1)(C)C)(C)C